tert-butyl ((2S)-1-((tert-butyldimethylsilyl)oxy)3-(3-(4-((3-fluoro-5-(1-(tetrahydro-2H-pyran-2-yl)-1H-pyrazol-5-yl)pyridin-2-yl)oxy)phenyl)-1H-pyrazol-1-yl)propan-2-yl)carbamate [Si](C)(C)(C(C)(C)C)OC[C@H](CN1N=C(C=C1)C1=CC=C(C=C1)OC1=NC=C(C=C1F)C1=CC=NN1C1OCCCC1)NC(OC(C)(C)C)=O